ClC(C(=O)O)C(C)(C)C 2-chloro-3,3-dimethylbutyric acid